ethyl-fluoro(fluoroethane) C(C)C(C)(F)F